O(S(=O)(=O)C(F)(F)F)C=1C=2C(N(C(C1)=O)CC)=CN(N2)C2OCCCC2 4-ethyl-5-oxo-2-(tetrahydro-2H-pyran-2-yl)-4,5-dihydro-2H-pyrazolo[4,3-b]Pyridin-7-yl triflate